NC=1C(=NN(C1)[C@@H]1CC[C@H](CC1)CO)C(F)F trans-(4-(4-amino-3-(difluoromethyl)-1H-pyrazol-1-yl)cyclohexyl)methanol